Cl.ClC1=CC2=C(NC3C(C=C2CCCN(C)C)=CC=CC3)C=C1 3-(2-chloro-5,6-dihydrobenzo[b][1]benzazepin-11-yl)-N,N-dimethylpropan-1-amine hydrochloride